C1(=CC=CC=C1)C=1NC2=C(N1)C=CC(=C2)S(=O)(=O)O.N2=CN=CN=C2 1,3,5-triazine, 2-phenylbenzimidazole-5-sulfonic acid salt